N[C@H](CC1=C(C2=NC(=CC(=C2S1)NCC1=C(C=CC=C1)F)Cl)C)C 2-[(2S)-2-aminopropyl]-5-chloro-N-[(2-fluorophenyl)methyl]-3-methylthieno[3,2-b]pyridin-7-amine